CC1=C(C=CC=C1)C(C)=O 1-(2-methylphenyl)ethanone